cis-3-(4-chlorophenyl)-N-((3,3-difluoropiperidin-1-yl)sulfonyl)-5-methyl-4-phenyl-4,5-dihydro-1H-pyrazole-1-carboxamide ClC1=CC=C(C=C1)C1=NN([C@@H]([C@@H]1C1=CC=CC=C1)C)C(=O)NS(=O)(=O)N1CC(CCC1)(F)F